2-O-acetyl-3,4,6-tri-O-benzyl-α-D-mannose C(C)(=O)O[C@@H]1[C@@H](O)O[C@@H]([C@H]([C@@H]1OCC1=CC=CC=C1)OCC1=CC=CC=C1)COCC1=CC=CC=C1